potassium ethoxymethyl-(trifluoro)boranuide C(C)OC[B-](F)(F)F.[K+]